((2R,3S,5R)-5-(4-amino-5-fluoro-2-oxopyrimidin-1(2H)-yl)-2-(chloromethyl)-3-hydroxytetrahydrofuran-2-yl)methyl tetrahydrogen triphosphate O(P(O)(=O)OP(=O)(O)OP(=O)(O)O)C[C@]1(O[C@H](C[C@@H]1O)N1C(N=C(C(=C1)F)N)=O)CCl